(R)-tert-butyl (1-(3-(hydroxymethyl)-7-(3-methoxypropoxy)-2H-indazol-2-yl)-3,3-dimethylbutan-2-yl)carbamate OCC=1N(N=C2C(=CC=CC12)OCCCOC)C[C@@H](C(C)(C)C)NC(OC(C)(C)C)=O